C(C)(C)(C)OC(=O)[C@@H]1N([C@H]([C@@]([C@H]1C1=CC(=CC=C1)Cl)(C1=C(C=C(C=C1)Cl)F)CNC(=O)OC(C)(C)C)CC(C)(C)C)CC=O (2R,3R,4S,5S)-4-(((tert-Butoxycarbonyl)amino)methyl)-4-(4-chloro-2-fluorophenyl)-3-(3-chlorophenyl)-5-neopentyl-1-(2-oxoethyl)pyrrolidine-2-carboxylic acid tert-butyl ester